3-(2-(3,3-dimethyl-4-(methylsulfonamido)piperidin-1-yl)-1,1-difluoro-2-oxoethyl)-4-fluoro-N-(4-fluoro-3-methylphenyl)benzamide CC1(CN(CCC1NS(=O)(=O)C)C(C(F)(F)C=1C=C(C(=O)NC2=CC(=C(C=C2)F)C)C=CC1F)=O)C